3-(oxetan-3-yl)-5-(5-(trifluoromethyl)-4-((2-(trimethylsilyl)ethoxy)methyl)-4H-1,2,4-triazol-3-yl)pyridinecarbaldehyde O1CC(C1)C=1C(=NC=C(C1)C1=NN=C(N1COCC[Si](C)(C)C)C(F)(F)F)C=O